O1CCN(CC1)C1=NC(=C2C=C(C=NC2=C1)NS(=O)(=O)C)OC1CCC(CC1)NC1=NC=2N(C=C1)N=CC2 N-[7-morpholino-5-[4-(pyrazolo[1,5-a]pyrimidin-5-ylamino)cyclohexoxy]-1,6-naphthyridin-3-yl]methanesulfonamide